COC1=CC=C(CN(C)CC2=CC(=NC(=N2)N)NC=2C=C(C=CC2)C)C=C1 6-(((4-Methoxybenzyl)(methyl)amino)methyl)-N4-m-tolylpyrimidine-2,4-diamine